8-methyl-7-(2,2,2-trifluoroethyl)-6,7,8,9-tetrahydrooxazolo[5,4-f]isoquinoline CC1N(CC2=CC=C3C(=C2C1)OC=N3)CC(F)(F)F